(S)-5-(((4-(3-chloro-4-(2-chloro-3-((3-fluoro-4-(((2-hydroxy-2-methylpropyl)amino)methyl)pyridin-2-yl)amino)phenyl)pyridin-2-yl)-2-methoxybenzyl)amino)methyl)pyrrolidin-2-one ClC=1C(=NC=CC1C1=C(C(=CC=C1)NC1=NC=CC(=C1F)CNCC(C)(C)O)Cl)C1=CC(=C(CNC[C@@H]2CCC(N2)=O)C=C1)OC